CC1=CC2=C(C3=CC=CC=C3[N+](=C2C=C1)C)C=O 2,10-dimethylacridinium-9-carboxaldehyde